COC1=NN=C(C=C1)NS(=O)(=O)C2=CC=C(C=C2)N 4-Amino-N-(6-methoxypyridazin-3-yl)benzenesulfonamide